Dimethyl trisulfide CSSSC